(S)-1-[(S)-1-{[4-(2-Hydroxy-2-methylpropyl)-1-piperidyl]carbonyl}-3-methylbutyl]-3-isobutyl-2-piperazinone OC(CC1CCN(CC1)C(=O)[C@H](CC(C)C)N1C([C@@H](NCC1)CC(C)C)=O)(C)C